diphenyl-N,N'-bis(1-naphthyl)(1,1'-biphenyl)-4,4'-diamine C1(=CC=CC=C1)C=1C(=C(C=CC1NC1=CC=CC2=CC=CC=C12)C1=CC=C(C=C1)NC1=CC=CC2=CC=CC=C12)C1=CC=CC=C1